O1C(=NN=C1)C1C[C@@H](CNC1)N(C(=O)C1=NC=C(C=C1NC1CC(C1)OC)C1CC1)CC1CC1 N-((3S)-5-(1,3,4-oxadiazol-2-yl)piperidin-3-yl)-5-cyclopropyl-N-(cyclopropylmethyl)-3-(((1r,3S)-3-methoxycyclobutyl)amino)pyridinecarboxamide